FC1=CC=C(C=C1)C1NC(OC1([2H])[2H])=O 4-(4'-fluorophenyl)oxazolidine-2-one-5,5-d2